N(=[N+]=[N-])C=1C(=C([O-])C(=CC1[N+](=O)[O-])[N+](=O)[O-])[N+](=O)[O-] 3-azido-2,4,6-trinitrophenoxide